C(C=C)(=O)N1[C@H](C[C@H](CC1)NC=1N=C2C(=NC1)NC=C2C(=O)NCCC(F)(F)F)C |r| Cis-racemic-2-{[1-acryloyl-2-methylpiperidin-4-yl]amino}-N-(3,3,3-trifluoropropyl)-5H-pyrrolo[2,3-b]pyrazine-7-carboxamide